FC(CO)(F)C1=CC=C(CN(C2=C(C(=NC=N2)NCC2C(CN(CC2)CC(=O)N)O)F)CC)C=C1 2-(4-(((6-((4-(1,1-difluoro-2-hydroxyethyl)benzyl)(ethyl)amino)-5-fluoropyrimidin-4-yl)amino)methyl)-3-hydroxypiperidin-1-yl)acetamide